((3-((3-(N,N-bis(4-methoxybenzyl)sulfamoyl)propyl)amino)-7-cyanoisoquinolin-6-yl)difluoromethyl)phosphonic acid COC1=CC=C(CN(S(=O)(=O)CCCNC=2N=CC3=CC(=C(C=C3C2)C(F)(F)P(O)(O)=O)C#N)CC2=CC=C(C=C2)OC)C=C1